NC(C[C@@H](C(=O)OC(C)(C)C)NC(=O)OCC1=CC=CC=C1)=N tert-Butyl (S)-4-amino-2-(((benzyloxy)carbonyl)amino)-4-iminobutanoate